4-[2-[4-[1-(3,5-difluorophenyl)-5-methyl-pyrazol-3-yl]piperazin-1-yl]ethyl]morpholine FC=1C=C(C=C(C1)F)N1N=C(C=C1C)N1CCN(CC1)CCN1CCOCC1